F[C@@H]1[C@H]2CCC[C@@H](C[C@@H]1O)N2C(=O)OC(C)(C)C |r| rac-tert-butyl (1R,2R,3S,5S)-2-fluoro-3-hydroxy-9-azabicyclo[3.3.1]nonane-9-carboxylate